methyl 4-(N-(3-methyloxetan-3-yl)sulfamoyl)-2-(6-azaspiro[2.5]octan-6-yl)benzoate CC1(COC1)NS(=O)(=O)C1=CC(=C(C(=O)OC)C=C1)N1CCC2(CC2)CC1